2-(5-chloro-2H-benzotriazol-2-yl)-6-(2-methyl-2-propyl)-4-vinylphenol ClC1=CC=2C(=NN(N2)C2=C(C(=CC(=C2)C=C)C(C)(C)C)O)C=C1